N-(Cyclopropylmethyl)-6-(5-methyl-1,4-diazepan-1-yl)pyridine-2-carboxamide C1(CC1)CNC(=O)C1=NC(=CC=C1)N1CCNC(CC1)C